FC1=C(C=CC(=N1)[C@@H](CN1C[C@@H]2[C@](C1)([C@H]([C@H](C2)OC2=CC=CC=C2)O)O)O)O (3aS,4S,5S,6aR)-2-((R)-2-(6-fluoro-5-hydroxypyridin-2-yl)-2-hydroxyethyl)-5-phenoxyhexahydrocyclopenta[c]pyrrole-3a,4(1H)-diol